CC1=NN(C(=C1CN1C(=NC=C1)[C@H]1N(C[C@@H](C1)O)C(C(C(C)C)C1=CC(=NO1)OC)=O)C)C1=CC=CC=C1 1-[(2S,4R)-2-[1-[(3,5-dimethyl-1-phenyl-pyrazol-4-yl)methyl]imidazol-2-yl]-4-hydroxy-pyrrolidin-1-yl]-2-(3-methoxyisoxazol-5-yl)-3-methyl-butan-1-one